Cl.C1(CC1)COC1=CC(=C2C(NC(=NC2=C1)N1CC(C1)N1CCCCC1)=O)F 7-(cyclopropylmethoxy)-5-fluoro-2-(3-(piperidin-1-yl)azetidin-1-yl)quinazolin-4(3H)-one hydrochloride